C1=CC=CC=2C3=CC=CC=C3N(C12)C=1C=C(C=CC1)NC1=CC=C(C=C1)C1=CC=C(C=C1)C1=CC=CC=C1 N-[3-(9H-carbazol-9-yl)phenyl][1,1':4',1''-terphenyl]-4-amine